COCCC=O 3-methoxy-propionaldehyde